C1=NC=C(C2=CC=CC=C12)N1C(N(C2=CC=C(C=C2C1=O)C(F)(F)F)CC(=O)N)=O 2-(3-(isoquinolin-4-yl)-2,4-dioxo-6-(trifluoromethyl)-3,4-dihydroquinazolin-1(2H)-yl)acetamide